CCCO[C@H]1[C@@H]([C@H]([C@@H]([C@H](O1)COS(=O)(=O)[O-])O[C@H]2[C@@H]([C@H]([C@@H]([C@H](O2)CO)O)O)NC(=O)C)O)OC(=O)C The molecule is the organosulfate oxoanion formed by deprotonation of the sulfo group in beta-D-GlcpNAc-(1->4)-alpha-D-Glcp2Ac6SOPr. It is a conjugate base of a beta-D-GlcpNAc-(1->4)-alpha-D-Glcp2Ac6SOPr.